COC=1C=CC2=C(N=C(S2)N)C1 5-methoxybenzothiazole-2-amine